3-[(3-chloro-2-methoxyphenyl)amino]-2-(2-[[(2S)-oxacyclopent-2-ylmethyl]amino]pyrimidin-4-yl)-1H,5H,6H,7H-pyrrolo[3,2-c]pyridin-4-one ClC=1C(=C(C=CC1)NC1=C(NC2=C1C(NCC2)=O)C2=NC(=NC=C2)NC[C@H]2OCCC2)OC